1,10-bis(4-methylpiperazin-1-yl)decane CN1CCN(CC1)CCCCCCCCCCN1CCN(CC1)C